2-[(1R)-5-{5-chloro-2-[(oxan-4-yl)amino]pyrimidin-4-yl}-1-methyl-3-oxo-2,3-dihydro-1H-isoindol-2-yl]-N-[(1S)-1-[2-(dimethylamino)pyridin-4-yl]-2-hydroxyethyl]acetamide ClC=1C(=NC(=NC1)NC1CCOCC1)C=1C=C2C(N([C@@H](C2=CC1)C)CC(=O)N[C@H](CO)C1=CC(=NC=C1)N(C)C)=O